7-(6-aminopyridin-3-yl)-N-(6-methoxy-1,2,3,4-tetrahydroisoquinolin-7-yl)quinazolin-2-amine NC1=CC=C(C=N1)C1=CC=C2C=NC(=NC2=C1)NC1=C(C=C2CCNCC2=C1)OC